trimethyl-(1,3,3,5,5-pentamethyl-piperidin-4-yl)ammonium hydroxide [OH-].C[N+](C1C(CN(CC1(C)C)C)(C)C)(C)C